2-(4-fluorophenyl)-4-methyl-8-(pyrrolidine-1-sulfonyl)-1H,2H,3H-pyrrolo[3,4-c]quinoline-1,3-dione FC1=CC=C(C=C1)N1C(C=2C(=NC=3C=CC(=CC3C2C1=O)S(=O)(=O)N1CCCC1)C)=O